7-methoxy-N-methyl-9-[(1-methylpiperidin-4-yl)amino]-1H,2H,3H-cyclopenta[b]quinoline-6-sulfonamide COC1=CC=2C(=C3C(=NC2C=C1S(=O)(=O)NC)CCC3)NC3CCN(CC3)C